1,7,7-trimethyl-bicyclo[2.2.1]hept-5-ene-2-ol CC12C(CC(C=C1)C2(C)C)O